N1CC(C1)N1CC(C1)N1CC2C(C1)CC(C2)N2N=C(C=1C2=NC=NC1N)C1=CC=C(C=C1)OC1=CC=CC=C1 1-[2-[1-(azetidin-3-yl)azetidin-3-yl]octahydrocyclopenta[1,2-c]pyrrol-5-yl]-3-[4-(Phenyloxy)phenyl]pyrazolo[3,4-d]pyrimidin-4-amine